N[C@H]1CN(CCCC1)C(=O)OC(C)(C)C tert-butyl (R)-3-amino-azepane-1-carboxylate